4-(2-(tert-butylamino)-9-(piperidin-4-yl)-9H-purin-8-ylamino)benzonitrile C(C)(C)(C)NC1=NC=C2N=C(N(C2=N1)C1CCNCC1)NC1=CC=C(C#N)C=C1